3-(methoxymethyl)-8-(2-(pyridin-4-yl)pyrido[3,4-d]Pyrimidin-4-yl)-2,8-diazaspiro[4.5]Decane-2-carboxylic acid benzyl ester C(C1=CC=CC=C1)OC(=O)N1CC2(CC1COC)CCN(CC2)C=2C1=C(N=C(N2)C2=CC=NC=C2)C=NC=C1